6-Cyclobutoxy-2-(1-methyl-2-oxabicyclo[2.2.2]oct-4-yl)-2H-indazole-5-carboxylic acid C1(CCC1)OC=1C(=CC2=CN(N=C2C1)C12COC(CC1)(CC2)C)C(=O)O